(1,4,5,7-tetrahydropyrano[3,4-c]pyrazol-3-yl)(4-(2-(trifluoromethyl)phenyl)piperidin-1-yl)methanone N1N=C(C2=C1COCC2)C(=O)N2CCC(CC2)C2=C(C=CC=C2)C(F)(F)F